N-(4-(3-amino-1H-indazol-5-yl)pyridin-2-yl)-2-(4-methoxyphenyl)acetamide NC1=NNC2=CC=C(C=C12)C1=CC(=NC=C1)NC(CC1=CC=C(C=C1)OC)=O